2-bromo-N-(3,3-diethyl-1-[(4-fluorophenyl)amino]methylcyclobutyl)-5-methoxy-4-(trifluoromethyl)benzene-1-sulfonamide BrC1=C(C=C(C(=C1)C(F)(F)F)OC)S(=O)(=O)NC1(CC(C1)(CC)CC)CNC1=CC=C(C=C1)F